CC(=CCC=1C(=C(C(=CC1O)CCCCC)S(=O)(=O)NC(C)=O)O)CCC=C(C)C N-((3-(3,7-dimethylocta-2,6-dien-1-yl)-2,4-dihydroxy-6-pentylphenyl)sulfonyl)acetamide